3-methoxypropane-1,2-diol COCC(CO)O